NC=1SC=C(N1)C1=CC=C(C=C1)Cl 2-amino-4-(4-chlorophenyl)-thiazol